ClC=1C(=NC(=NC1)NC1=C(C=C2CCNCC2=C1)OC)NC1=C(C=CC=C1)P(C)(C)=O (2-((5-Chloro-2-((6-methoxy-1,2,3,4-tetrahydroisoquinolin-7-yl)amino)pyrimidin-4-yl)amino)phenyl)dimethylphosphine oxide